Di(phenyl)[(phenyl)(biphenyl-yl)indolocarbazolyl]triazine C1(=CC=CC=C1)C1=C(C(=NN=N1)C1=C2C(=CC(=C1C1=C(C=CC=C1)C1=CC=CC=C1)C1=CC=CC=C1)N=C1C=CC3=C4C=CC=CC4=NC3=C12)C1=CC=CC=C1